The molecule is an organic heteropentacyclic compound and an organic heterotetracyclic compound that is vinorelbine in which the tetrahydropyridine moiety of the heterotetracyclic part of the molecule has been redced to the corresponding piperidine, and in which the ethyl group attached to this ring has been replaced by a 1,1-difluoroethyl group. It has a role as an antineoplastic agent. It is an organic heteropentacyclic compound, an organic heterotetracyclic compound, a semisynthetic derivative, a methyl ester, an acetate ester and a vinca alkaloid. It derives from a vinorelbine. CC[C@@]12C=CCN3[C@@H]1[C@]4(CC3)[C@H]([C@]([C@@H]2OC(=O)C)(C(=O)OC)O)N(C5=CC(=C(C=C45)[C@]6(C[C@@H]7C[C@H](CN(C7)CC8=C6NC9=CC=CC=C89)C(C)(F)F)C(=O)OC)OC)C